C1(C=CC(CC1)C(=O)O)C(=O)O 2-cyclohexen-1,4-dicarboxylic acid